C(CCCCCCC)(=O)OC(CCCCCCCCC)=O.CS(=O)(=O)NC=1C=C(C=CC1)S(=O)(=O)N 3-(methylsulfonylamino)benzenesulfonamide caprylyl-decanoate